5-(4-ethoxy-4-oxobutoxy)pyridine-2-carboxylic acid C(C)OC(CCCOC=1C=CC(=NC1)C(=O)O)=O